FC1[C@@](CC[C@@]2([C@H]3CC[C@@]4([C@H](CC[C@H]4[C@@H]3CC[C@H]12)[C@@H](CCC(=O)O)C)C)C)(C1=CC=C(C=C1)C1=CC=CC=C1)O (4R)-4-[(3R,5S,8S,9S,10R,13R,14S,17R)-4-fluoro-3-hydroxy-10,13-dimethyl-3-(4-phenylphenyl)-1,2,4,5,6,7,8,9,11,12,14,15,16,17-tetradecahydrocyclopenta[a]phenanthren-17-yl]pentanoic acid